P([O-])([O-])(=S)N Thionophosphoramidat